1-(4-(3-((4-amino-5-(4-chloro-3-methoxyphenyl)-7-methyl-7H-pyrrolo[2,3-d]pyrimidin-6-yl)ethynyl)-3-fluoroazetidine-1-yl)piperidin-1-yl)prop-2-en-1-one NC=1C2=C(N=CN1)N(C(=C2C2=CC(=C(C=C2)Cl)OC)C#CC2(CN(C2)C2CCN(CC2)C(C=C)=O)F)C